C1(CC1)C1=C(CN2CCN(C3=C(C2=O)C=CC=N3)C)C=CC(=C1)O[C@@H](CCNC)C1=CC=CC=C1 (S)-4-(2-cyclopropyl-4-(3-(methylamino)-1-phenylpropoxy)benzyl)-1-methyl-1,2,3,4-tetrahydro-5H-pyrido[2,3-e][1,4]diazepin-5-one